sodium 2,2-dihexylmalonate C(CCCCC)C(C(=O)[O-])(C(=O)[O-])CCCCCC.[Na+].[Na+]